1-(4-bromophenyl)-2-((5-phenyl-4H-1,2,4-triazol-3-yl)thio)ethan-1-one BrC1=CC=C(C=C1)C(CSC1=NN=C(N1)C1=CC=CC=C1)=O